ClC1=CC=C2CCNC(C2=C1)=O 7-Chloro-3,4-dihydroisoquinolin-1(2H)-one